lithium aluminium hydride aluminium chloride [Al](Cl)(Cl)Cl.[AlH4-].[Li+]